FC1=C(C(=O)N[C@H]2CN(CC2)C(=O)OC(C)(C)C)C=CC(=C1)N1C=NC(=C1)C tert-butyl (R)-3-(2-fluoro-4-(4-methyl-1H-imidazol-1-yl)benzamido)pyrrolidine-1-carboxylate